7-amino-9-methyl-6,7-dihydro-5H-pyrido[2,3-b]azepin-8(9H)-one NC1CCC2=C(N(C1=O)C)N=CC=C2